C1(CC(C1)([2H])[2H])S(=O)(=O)N cyclobutane-1-sulfonamide-3,3-d2